[Zn].O=S oxysulfide zinc